FC1=C(C=C(C=C1)F)C1=C(C(=NC=C1)C1(CCOCC1)C)NC(=O)C=1C=NC(=NC1)C(C)C N-(4-(2,5-difluorophenyl)-2-(4-methyltetrahydro-2H-pyran-4-yl)pyridin-3-yl)-2-isopropylpyrimidine-5-carboxamide